CC1CCC2C(C2C1)(C)C 4,7,7-trimethyl-bicyclo[4.1.0]heptane